6-(hydroxymethyl)-2-phenyl-4-(trifluoromethyl)isoindolin-1-one tert-butyl-(3-(difluoromethyl)-5-(2-(methoxymethyl)phenyl)-5-oxopentyl)carbamate C(C)(C)(C)N(C(O)=O)CCC(CC(=O)C1=C(C=CC=C1)COC)C(F)F.OCC1=CC(=C2CN(C(C2=C1)=O)C1=CC=CC=C1)C(F)(F)F